2-hydroxycarbonyl-2-pentoxycarbonylmethylbicyclo[2.2.1]Hept-5-ene OC(=O)C1(C2C=CC(C1)C2)CC(=O)OCCCCC